tert-butyl 3-hydroxy-9-azabicyclo[3.3.1]nonane-9-carboxylate OC1CC2CCCC(C1)N2C(=O)OC(C)(C)C